2-bromo-1-[5-fluoro-6-(4-fluorophenyl)-4-(2-hydroxypropan-2-yl)pyridin-2-yl]Ethane-1-one BrCC(=O)C1=NC(=C(C(=C1)C(C)(C)O)F)C1=CC=C(C=C1)F